BrC=1C(=CC(=NC1C1=CC(=C(C=C1)C#N)F)N1CCC(CC1)C(C1=CC=C(C=C1)/C=C/C(=O)O)NC(=O)OC(C)(C)C)OC (E)-3-(4-{(1-(5-bromo-6-(4-cyano-3-fluorophenyl)-4-methoxypyridin-2-yl)piperidin-4-yl)[(tert-butoxycarbonyl)amino]methyl}phenyl)prop-2-enoic acid